FC=1C=C(OC2=C(N=C(S2)N)C)C=CC1 5-(3-fluorophenoxy)-4-methylthiazol-2-amine